[Cl-].[Cl-].CC1=C(OC(C[N+](CCCCCCCCCC[N+](CC(=O)OC2=C(C=CC(=C2)C)C(C)C)(C)C)(C)C)=O)C=C(C=C1)C(C)C N1-{2-[2-methyl-5-(propan-2-yl)phenoxy]-2-oxoethyl}-N1,N1,N10,N10-tetramethyl-N10-{2-[5-methyl-2-(propan-2-yl)phenoxy]-2-oxoethyl}decane-1,10-bis(aminium) dichloride